BrC=1C(=CC=2N(C1)C=CN2)OC2=CC(=CC=C2)C2CC2 6-bromo-7-(3-cyclopropylphenoxy)imidazo[1,2-a]pyridine